CS(=O)(=O)N1CCN(CC1)C=1C=CC(=NC1)C(=O)OC methyl 5-(4-(methylsulfonyl)piperazin-1-yl)picolinate